C(C)(C)C1=C(C(=CC=C1)C(C)C)C=1C=C2C=CN=C(C2=CC1)NC1=NC=CC(=C1)C1=C(C=CC=C1C(C)C)C(C)C 6-(2,6-diisopropylphenyl)-N-(4-(2,6-diisopropylphenyl)pyridin-2-yl)isoquinolin-1-amine